(5S)-2-(4-Bromobenzyl)-3-oxo-2,3,5,6,7,8-hexahydro[1,2,4]triazolo[4,3-a]pyridin BrC1=CC=C(CN2N=C3N(CCCC3)C2=O)C=C1